FC(C(=O)O)(F)F.ClC=1C=C2C(=CC(=NC2=CC1)C(F)(F)F)NCC1(CCNCC1)C1=CC=CC=C1 6-Chloro-N-((4-phenylpiperidin-4-yl)methyl)-2-(trifluoromethyl)quinolin-4-amine 2,2,2-trifluoroacetate